N-ethylthiazole-5-carboxamide C(C)NC(=O)C1=CN=CS1